1,3-dimethyl-4,5-dihydro-1H-imidazol-3-ium tetrafluoroborate F[B-](F)(F)F.CN1C=[N+](CC1)C